N1N=C(C=2C=NC=CC21)C(=O)[O-] 1H-pyrazolo[4,3-c]pyridine-3-carboxylate